(2-methoxy-2-oxoethyl)-1H-pyrazole COC(CN1N=CC=C1)=O